NC=1N(N=C2CN(CCC21)S(=O)(=O)C)C(=O)C2CCNC1=CC=CC=C21 (3-amino-6-(methylsulfonyl)-4,5,6,7-tetrahydro-pyrazolo[3,4-c]pyridin-2-yl)(1,2,3,4-tetrahydro-quinolin-4-yl)methanone